COC=1C=C2C(=CN(C(C2=CC1OC)=O)C1=C2C(=NC=C1)N(C=C2)C)C(=O)N2CCCCC2 6,7-dimethoxy-2-(1-methyl-1H-pyrrolo[2,3-b]pyridin-4-yl)-4-(piperidine-1-carbonyl)isoquinolin-1(2H)-one